O1COC2=C1C=CC(=C2)CN(C(=O)[C@H]2[C@@H](CCC2)S(=O)(=O)C2=CC=C(C)C=C2)C2CCC1(CC1(F)F)CC2 (1S,2R)-2-(Toluene-4-sulfonyl)-cyclopentanecarboxylic acid benzo[1,3]dioxol-5-ylmethyl-(1,1-difluoro-spiro[2.5]oct-6-yl)-amide